2-(2-((3R,4R)-3-amino-4-fluoropiperidin-1-yl)-5,6-difluoro-1H-benzo[d]imidazol-1-yl)-N-(2,2-difluoroethyl)-N-methylacetamide N[C@@H]1CN(CC[C@H]1F)C1=NC2=C(N1CC(=O)N(C)CC(F)F)C=C(C(=C2)F)F